C(C)(C)(C)OC(=O)N[C@@H](C(C)C)C(=O)O (tert-butoxycarbonyl)L-valine